NC1=C2N=CN(C2=NC=N1)C[C@@H](C)OCP(OCCCCCCCCCSCCCCCCCCCC)([O-])=O.[NH4+] ammonium 9-(decylthio)nonyl (R)-(((1-(6-amino-9H-purin-9-yl)propan-2-yl)oxy)methyl)phosphonate